[I-].C[N+](CCC)(C)C.C[N+](CCC)(C)C.[I-] bis(N,N,N-trimethylpropan-1-aminium) iodide